1-Chlorocyclopropane-1-carboxylic acid ClC1(CC1)C(=O)O